4-(3-phenyl-1H-pyrrolo[3,2-b]pyridin-2-yl)pyridin-3-ol C1(=CC=CC=C1)C1=C(NC=2C1=NC=CC2)C2=C(C=NC=C2)O